O1CC(CC12CCCC2)OC2=NN=C(S2)NC(=O)C=2C=NC(=CC2C2=CC(=NC=C2OC)Cl)C N-(5-((1-oxaspiro(4.4)nonan-3-yl)oxy)-1,3,4-thiadiazol-2-yl)-2'-chloro-5'-methoxy-6-methyl-(4,4'-bipyridine)-3-carboxamide